7-Bromo-8-chloro-5-(2-cyclopropylpyridin-3-yl)imidazo[1,2-a]Quinoxaline-4(5H)-on BrC=1C=C2N(C(C=3N(C2=CC1Cl)C=CN3)=O)C=3C(=NC=CC3)C3CC3